(R*)-tert-Butyl 11,11-difluoro-9-(hydroxymethyl)-3,4,8,9,10,11-hexahydro-1H-pyrido[4',3':3,4]pyrazolo[1,5-a]azepine-2(7H)-carboxylate FC1(C=2N(CC[C@H](C1)CO)N=C1C2CN(CC1)C(=O)OC(C)(C)C)F |o1:6|